BrC1=C2C(=NC=3N(C2=CC=C1F)C(=NN3)C)N(C3=CC=CC=C3)C bromo-7-fluoro-N,1-dimethyl-N-phenyl-[1,2,4]triazolo[4,3-a]quinazolin-5-amine